C1=CC=CC=2C3=CC=CC=C3N(C12)C1=C(C(=C(C=C1)C1=C(C=CC=C1)C)C)N1C2=CC=CC=C2C=2C=CC=CC12 bis(9-carbazolyl)-2,2'-dimethylbiphenyl